N1(CCSCC1)C1=NC=C(C=N1)NC(=O)N 1-[2-(thiomorpholin-4-yl)pyrimidin-5-yl]Urea